N=1NC(NCC1)=O 4,5-dihydro-1,2,4-triazin-3(2H)-one